(2R,3R,3aS,6S,6aR)-6-((2-amino-3-fluoroquinolin-7-yl)methyl)-2-(4-amino-7H-pyrrolo[2,3-d]pyrimidin-7-yl)-6a-methylhexahydro-3aH-cyclopenta[b]furan-3,3a-diol NC1=NC2=CC(=CC=C2C=C1F)C[C@@H]1CC[C@]2([C@@]1(O[C@H]([C@@H]2O)N2C=CC1=C2N=CN=C1N)C)O